C(C)(C)(C)C=1N=C(SC1N1C=NC=C1)C(=S)NC(\C=C\C1=CC(=C(C=C1)O)OC)=O (E)-N-[(4-tert-butyl-5-(imidazol-1-yl)thiazol-2-yl)carbothioyl]-3-(4-hydroxy-3-methoxyphenyl)acrylamide